2-hydroxy-3,5,5-trimethyl-2-cyclopenten-1-one OC=1C(C(CC1C)(C)C)=O